CO[C@H]1CN(C[C@@H]1NC(=O)NCCCCCCCCCCCCC)C(N)=S (3S,4S)-3-methoxy-4-(3-tridecylureido)pyrrolidine-1-carbothioamide